C(C)N(C(C(=O)OCC(F)(F)F)=O)CC1=C(C=C(C=C1)F)C 2,2,2-trifluoroethyl 2-[ethyl-[(4-fluoro-2-methyl-phenyl)methyl]amino]-2-oxo-acetate